(7R)-7-ethyl-2-(5-fluoro-2-((3-methoxy-4-(8-methyl-3,8-diazabicyclo[3.2.1]oct-3-yl)phenyl)amino)-7H-pyrrolo[2,3-d]pyrimidin-7-yl)-6,7-dihydro-5H-cyclopenta[b]pyridin-7-ol C(C)[C@]1(CCC=2C1=NC(=CC2)N2C=C(C1=C2N=C(N=C1)NC1=CC(=C(C=C1)N1CC2CCC(C1)N2C)OC)F)O